C(C=C)(=O)NCCOCCOCCNC(C=C)=O 1,8-Bis(acrylamido)-3,6-dioxaoctane